3,4-dimethyl-5,6-diisopropylpyridazine CC=1N=NC(=C(C1C)C(C)C)C(C)C